C(C)(=O)OC\C=C/COC(CC)=O (2Z)-1-[(propionyl)oxy]but-2-ene-4-yl acetate